C(N)(=O)C1(CCC1)NC(=O)C=1N(N=C2C=CC(=CC12)OCC1=CC=NN1C)C N-(1-carbamoylcyclobutyl)-2-methyl-5-[(1-methyl-1H-pyrazol-5-yl)methoxy]-2H-indazole-3-carboxamide